BrCCOCCOCCOCCNC(=O)OC(C)(C)C tert-butyl 12-bromo-4,7,10-trioxa-1-azadodecane-1-carboxylate